Cyclopropoxypyridazin-3-amine C1(CC1)OC1=C(N=NC=C1)N